(±)-6-(6-fluoroquinolin-4-yl)spiro[3.3]heptane-2-carboxylic acid FC=1C=C2C(=CC=NC2=CC1)C1CC2(CC(C2)C(=O)O)C1